CC(COS(=O)(=O)C1=C(C=CC(=C1)Cl)Cl)(C)C 2,5-dichlorobenzenesulfonic acid (2,2-dimethylpropyl) ester